N-cyclobutyl-2-(3-(4-(difluoromethoxy)phenyl)-6-oxopyridazin-1(6H)-yl)acetamide C1(CCC1)NC(CN1N=C(C=CC1=O)C1=CC=C(C=C1)OC(F)F)=O